tert-Butyl-3-((4-Hydroxycyclohexyl)oxy)-propionate C(C)(C)(C)OC(CCOC1CCC(CC1)O)=O